C(CCC)OC1=C(C=O)C=CC(=C1)NCCCCCC(CC)CC 2-butoxy-4-bis(2-ethyl)hexylaminobenzaldehyde